5-Amino-3-[5-(1-[[3-(2-chloro-4-fluorophenyl)-1,2-oxazol-5-yl]carbamoyl]ethyl)pyridin-2-yl]-1-[1,1,1-trifluoropropan-2-yl]pyrazole-4-carboxamide NC1=C(C(=NN1C(C(F)(F)F)C)C1=NC=C(C=C1)C(C)C(NC1=CC(=NO1)C1=C(C=C(C=C1)F)Cl)=O)C(=O)N